C1(=CC=C(C=C1)C(=O)C=1C=NC2=CC=CC=C2C1C1=CC=CC=C1)C1=CC=CC=C1 [1,1'-biphenyl]-4-yl-(4-phenyl-quinoline-3-yl)methanone